3-[(5-difluoromethoxy-1-methyl-3-trifluoromethylpyrazole-4-yl)methylthio]-4,5-dihydro-5,5-dimethylisoxazole FC(OC1=C(C(=NN1C)C(F)(F)F)CSC1=NOC(C1)(C)C)F